2-hydroxy-5-(3-(4,6-diphenylpyrimidin-2-yl)phenyl)benzoxazole tert-Butyl-(S)-3-((cyclopropylmethyl)(methyl)amino)pyrrolidine-1-carboxylate C(C)(C)(C)OC(=O)N1C[C@H](CC1)N(C)CC1CC1.OC=1OC2=C(N1)C=C(C=C2)C2=CC(=CC=C2)C2=NC(=CC(=N2)C2=CC=CC=C2)C2=CC=CC=C2